4-epoxycyclohexylethyldimethylphenylsilane C12(C(CCCC1)O2)CCC2=CC=C(C=C2)[SiH](C)C